2-Phenoxydecaethyleneglycol acrylat C(C=C)(=O)O.O(C1=CC=CC=C1)C(CO)OCCOCCOCCOCCOCCOCCOCCOCCOCCO